(2R)-2-Amino-N-[3-methoxy-4-(1H-pyrrolo[2,3-b]pyridin-4-yl)phenyl]-4-methyl-pentanamide N[C@@H](C(=O)NC1=CC(=C(C=C1)C1=C2C(=NC=C1)NC=C2)OC)CC(C)C